N-[(1s,4s)-4-{[4-cyano-3-methyl-5-(trifluoromethyl)phenyl]amino}cyclohexyl]imidazo[1,5-a]pyridine-6-carboxamide C(#N)C1=C(C=C(C=C1C(F)(F)F)NC1CCC(CC1)NC(=O)C=1C=CC=2N(C1)C=NC2)C